8-(8-(pyridin-2-ylthio)imidazo[1,2-c]pyrimidin-5-yl)-8-azaspiro[4.5]decan-1-amine N1=C(C=CC=C1)SC=1C=2N(C(=NC1)N1CCC3(CCCC3N)CC1)C=CN2